C(N)(=O)[C@H]1N2C(N([C@H](CC1)C2)OS(=O)(=O)OC(C(C(=O)[O-])(C)C)C)=O (((((1R,2S,5R)-2-carbamoyl-7-oxo-1,6-diazabicyclo[3.2.1]octan-6-yl) oxy) sulfonyl) oxy)-2,2-dimethylbutyrate